Methanesulfonic acid (5R,8aS)-3-chloro-5-methyl-5,6,8a,9-tetrahydro-8H-7,10-dioxa-2,4,4b-triazaPhenanthren-1-ylmethyl ester ClC=1N=C(C=2OC[C@@H]3COC[C@H](N3C2N1)C)COS(=O)(=O)C